C(C)(=O)O[C@@H]1C[C@H](O[C@H]1N1C2=NC(=NC=C2N(C1=O)CCC#N)N)COC(C)=O ((2S,4R,5R)-4-acetoxy-5-(2-amino-7-(2-cyanoethyl)-8-oxo-7,8-dihydro-9H-purin-9-yl)tetrahydrofuran-2-yl)methylacetat